1H,4H,5H-pyrazolo[4,3-c]Pyridine-7-carboxylic acid methyl ester COC(=O)C=1C2=C(CNC1)C=NN2